CC=1SC2=NC=3N(CCC3C(=C2C1)O)C1=CC=CC=C1 5-methyl-12-phenyl-4-thia-2,12-diazatricyclo[7.3.0.03,7]dodeca-1(9),2,5,7-tetraene-8-ol